Ethyl (5R)-5-methyl-2-(1-propan-2-ylpyrazol-4-yl)-6,7-dihydro-5H-pyrazolo[5,1-b][1,3]oxazine-3-carboxylate C[C@@H]1CCN2C(O1)=C(C(=N2)C=2C=NN(C2)C(C)C)C(=O)OCC